C(C)(C)(C)OC(=O)N[C@H](C(=O)O)CC1=CC(=NC=C1)OC (S)-2-((tert-Butoxycarbonyl)amino)-3-(2-methoxypyridin-4-yl)propanoic acid